6-(5-((E)-((1S,2S,5R)-2-fluoro-1,5-dimethyl-9-azabicyclo[3.3.1]non-3-ylidene)methyl)pyrazin-2-yl)isoquinolin-7-ol F[C@@H]\1[C@@]2(CCC[C@](C/C1=C\C=1N=CC(=NC1)C=1C=C3C=CN=CC3=CC1O)(N2)C)C